C(C)C=1N=C(OC1C(=O)N=C=S)C 4-ethyl-2-methyloxazole-5-carbonyl isothiocyanate